4-(1-(3-chloropyridin-4-yl)-5-(3,5-dimethylisoxazol-4-yl)-1H-pyrrolo[2,3-b]pyridin-3-yl)-3-(2,2-difluoroethoxy)benzoic acid ClC=1C=NC=CC1N1C=C(C=2C1=NC=C(C2)C=2C(=NOC2C)C)C2=C(C=C(C(=O)O)C=C2)OCC(F)F